COC=1C(=NC=C(C1)CN1C[C@H](NCC1)C1=C(C=CC=C1)C)N1CCOCC1 (R)-4-(3-methoxy-5-((3-(o-tolyl)piperazin-1-yl)methyl)pyridin-2-yl)morpholine